(R)-6-((1-acetylpiperidin-4-yl)amino)-N-(2-hydroxy-3-(1,3,4,9-tetrahydro-2H-pyrido[3,4-b]indol-2-yl)propyl)pyrimidine-4-carboxamide C(C)(=O)N1CCC(CC1)NC1=CC(=NC=N1)C(=O)NC[C@H](CN1CC=2NC3=CC=CC=C3C2CC1)O